4-(5-amino-2-(3-hydroxy-3-methylbutyl)-2H-indazol-6-yl)-N-(2-amino-2-oxoethyl)benzamide NC1=CC2=CN(N=C2C=C1C1=CC=C(C(=O)NCC(=O)N)C=C1)CCC(C)(C)O